3-chloro-β,β,2-trifluoro-phenylpropionic acid ClC=1C(=C(C=CC1)C(C(=O)O)C(F)F)F